COC1=C(C=C(C=C1)COC1CC2(C(N3C(O2)CC[C@H]3C3=NC=CN=C3)=O)C1)CC#N [2-methoxy-5-({[(5'S)-3'-oxo-5'-(pyrazin-2-yl)tetrahydro-3'H-spiro[cyclobutane-1,2'-pyrrolo[2,1-b][1,3]oxazol]-3-yl]oxy}methyl)phenyl]acetonitrile